C(CCC)NC=1N=CC2=C(N(C(C=3C=C(C=CC23)CN2CCN(CC2)C)=O)[C@@H]2CC[C@H](CC2)C(=O)NCC(F)(F)F)N1 trans-4-(3-(Butylamino)-8-((4-methylpiperazin-1-yl)methyl)-6-oxopyrimido[4,5-c]isoquinolin-5(6H)-yl)-N-(2,2,2-trifluoroethyl)cyclohexane-1-carboxamide